tert-butyl 7-((4-methylpiperazin-1-yl)methyl)-3,4-dihydroisoquinoline-2(1H)-carboxylate CN1CCN(CC1)CC1=CC=C2CCN(CC2=C1)C(=O)OC(C)(C)C